BrC=1C2=C(C(N(C1)C)=O)N(N=C2)C 4-bromo-1,6-dimethyl-pyrazolo[3,4-c]Pyridin-7-one